FC=1C=C(CN2C(=NC=3C2=NC=CC3)CCC(=O)N[C@@H](C)C3=CC=CC=C3)C=CC1F 3-[3-(3,4-Difluoro-benzyl)-3H-imidazo[4,5-b]pyridin-2-yl]-N-((S)-1-phenyl-ethyl)-propionamide